1-benzenesulfonyl-3,4-dimethyl-3-cyclohexenecarboxylic acid C1(=CC=CC=C1)S(=O)(=O)C1(CC(=C(CC1)C)C)C(=O)O